1-(3-Piperidyl)-2-imidazolidinone N1CC(CCC1)N1C(NCC1)=O